C1(CC1)C([C@@H](C(=O)NC1=NC(=C(C=C1)C=1C(=NC=C(C1)OC)CC)F)NC(=O)C=1N(N=CC1)C(C)C)C1CC1 N-[(1S)-1-(dicyclopropyl-methyl)-2-[[5-(2-ethyl-5-methoxy-3-pyridyl)-6-fluoro-2-pyridyl]amino]-2-oxo-ethyl]-2-isopropyl-pyrazole-3-carboxamide